(S)-2-((S)-2-acetamido-3-(1H-indol-3-yl)propanamido)-6-diazo-N-(4-fluorobenzyl)-5-oxohexanamide C(C)(=O)N[C@H](C(=O)N[C@H](C(=O)NCC1=CC=C(C=C1)F)CCC(C=[N+]=[N-])=O)CC1=CNC2=CC=CC=C12